(E)-2-(2-(1H-indol-2-yl)vinyl)-3-methylbenzo[d]thiazole N1C(=CC2=CC=CC=C12)/C=C/C1SC2=C(N1C)C=CC=C2